(2S,3S)-1-benzyl-3-(trifluoromethyl)aziridine-2-carboxylic acid Ethyl-(2R,3R)-1-benzyl-3-(trifluoromethyl)aziridine-2-carboxylate C(C)OC(=O)[C@@H]1N([C@H]1C(F)(F)F)CC1=CC=CC=C1.C(C1=CC=CC=C1)N1[C@@H]([C@H]1C(F)(F)F)C(=O)O